N-(3-(((2-((4-(4-(2-(2,4-dioxotetrahydropyrimidin-1(2H)-yl)benzyl)piperazin-1-yl)phenyl)amino)-5-(trifluoromethyl)pyrimidin-4-yl)amino)methyl)pyrazin-2-yl)-N-methylmethanesulfonamide O=C1N(CCC(N1)=O)C1=C(CN2CCN(CC2)C2=CC=C(C=C2)NC2=NC=C(C(=N2)NCC=2C(=NC=CN2)N(S(=O)(=O)C)C)C(F)(F)F)C=CC=C1